5-[4-(4-n-pentylcyclohexyl)cyclohexyl]phenyl-methylene-1,3-diaminobenzene C(CCCC)C1CCC(CC1)C1CCC(CC1)C=1C=CC=C(C1)C1=C(C(C(C=C1)N)=C)N